2-(((tert-butoxycarbonylcarbonyl)amino)acetamido)acetic acid C(C)(C)(C)OC(=O)C(=O)NCC(=O)NCC(=O)O